Cl.[Cu](Cl)Cl.[Sn] tin-copper chloride hydrochloride